2-((3-chlorophenyl)((5-fluoropyridin-2-yl)amino)methyl)-5-(1,1-difluoroethyl)-1H-imidazole-4-sulfonamide ClC=1C=C(C=CC1)C(C=1NC(=C(N1)S(=O)(=O)N)C(C)(F)F)NC1=NC=C(C=C1)F